(E)-3-methyl-N'-(1-phenylpropylidene)benzohydrazide CC=1C=C(C(=O)N/N=C(\CC)/C2=CC=CC=C2)C=CC1